10,10-dimethyl-9-oxo-4-[1-(trifluoromethyl)cyclopropane-1-carbonyl]-1-oxa-4-azaspiro[5.5]undec-7-ene-8-carbonitrile CC1(C(C(=CC2(CN(CCO2)C(=O)C2(CC2)C(F)(F)F)C1)C#N)=O)C